N-methylprop-2-enamide hydrochloride Cl.CNC(C=C)=O